4,4',4'',4'''-(((2R,5R,8R,11R)-1,4,7,10-tetraazacyclododecane-2,5,8,11-tetrayl)tetrakis(methylene))tetraaniline N1[C@@H](CN[C@@H](CN[C@@H](CN[C@@H](C1)CC1=CC=C(N)C=C1)CC1=CC=C(N)C=C1)CC1=CC=C(N)C=C1)CC1=CC=C(N)C=C1